Cl.C1(=CC=CC=C1)O phenol HCl